ortho-bis(1-methyl-2-indenyl)-benzene CC1C(=CC2=CC=CC=C12)C1=C(C=CC=C1)C=1C(C2=CC=CC=C2C1)C